C(#N)C=1C=2N(C=C(C1)NC(=O)C=1C=CC(=C3C=NC(=NC13)OC)N1CCC(CC1)N(C(OC(C)(C)C)=O)C1CC1)C=C(N2)C tert-butyl N-[1-[8-[(8-cyano-2-methyl-imidazo[1,2-a]pyridin-6-yl)carbamoyl]-2-methoxy-quinazolin-5-yl]-4-piperidyl]-N-cyclopropyl-carbamate